N(N)C=1N=NC2=C(NC=3C(=CC=CC23)F)N1 3-hydrazino-6-fluoro-5H-[1,2,4]triazino[5,6-b]indole